4-Ethyl-5-Methyl-Pyridazine C(C)C1=CN=NC=C1C